C1(=CC=CC=C1)P(=O)(C1=CC=CC=C1)F diphenylphosphinoyl-fluorine